C(C)C(COCCO)CCC 2-((2-ethylpentyl)oxy)ethane-1-ol